(1R,2S)-2-(2-chlorophenyl)cyclopropylamine ClC1=C(C=CC=C1)[C@H]1[C@@H](C1)N